3-bromo-1-(4-(trifluoromethyl)benzyl)-1H-indazole BrC1=NN(C2=CC=CC=C12)CC1=CC=C(C=C1)C(F)(F)F